1,6-dihydroxynaphthalenediglycidyl ether OC12C(C=CC3=CC(=CC=C13)O)C1C(COCC3C2O3)O1